S(=O)(=O)([O-])C1=CC=C([N+](=O)[O-])C=C1 Nosylat